2-(2-iodophenyl)-2-methylpropanenitrile IC1=C(C=CC=C1)C(C#N)(C)C